(S)-2-((S)-4-(t-butoxycarbonyl)-4-azaspiro[2.4]heptan-5-yl)-2-(4-chlorophenyl)acetic acid C(C)(C)(C)OC(=O)N1C2(CC2)CC[C@H]1[C@@H](C(=O)O)C1=CC=C(C=C1)Cl